phenyl-piperidin-2-one C1(=CC=CC=C1)N1C(CCCC1)=O